3-anilinonaphthalene-2-carboxylic acid N(C1=CC=CC=C1)C=1C(=CC2=CC=CC=C2C1)C(=O)O